N1(N=CC=C1)C1=CC=C(C=C1)[C@@H]1CN(CC[C@H]1CC1=C2C=CNC2=C(C=C1C)C)CC1(COC1)F 4-(((3R,4R)-3-(4-(1H-pyrazol-1-yl)phenyl)-1-((3-fluorooxetan-3-yl)methyl)piperidin-4-yl)methyl)-5,7-dimethyl-1H-indole